2-(3-((2-((2-(4-(trifluoromethoxy)phenyl)-1H-benzo[d]imidazol-1-yl)methyl)benzyl)oxy)phenyl)acetic acid FC(OC1=CC=C(C=C1)C1=NC2=C(N1CC1=C(COC=3C=C(C=CC3)CC(=O)O)C=CC=C1)C=CC=C2)(F)F